(3S,4r,5R)-1-(4-((tetrahydrofuran-3-yl)oxy)phenethyl)piperidine-3,4,5-triol O1CC(CC1)OC1=CC=C(CCN2C[C@@H](C([C@@H](C2)O)O)O)C=C1